COC=1C=C(C=CC1C)NC(=O)C1CCC(CC1)N1C(NC2=C(C1)C(=CC=N2)C)=O (1s,4s)-N-(3-Methoxy-4-methylphenyl)-4-(5-methyl-2-oxo-1,2-dihydropyrido[2,3-d]pyrimidin-3(4H)-yl)cyclohexanecarboxamide